tert-butyl (3-(2-(4-chloro-3-fluorophenyl)-2H-1,2,3-triazol-4-yl)bicyclo[1.1.1]pentan-1-yl)carbamate ClC1=C(C=C(C=C1)N1N=CC(=N1)C12CC(C1)(C2)NC(OC(C)(C)C)=O)F